C(C1=CC=CC=C1)OCC(CN1C(=NC2=NC=CC=C21)C)O 1-benzyloxy-3-(2-methylimidazo[4,5-b]pyridin-1-yl)propan-2-ol